4-((3-(4-(difluoromethoxy)-2,3-difluorophenyl)imidazo[1,2-a]pyrazin-8-yl)amino)-2-ethyl-N-(3-(pyrrolidin-1-yl)propyl)benzamide FC(OC1=C(C(=C(C=C1)C1=CN=C2N1C=CN=C2NC2=CC(=C(C(=O)NCCCN1CCCC1)C=C2)CC)F)F)F